methyl-4-formylpyridinium formate C(=O)[O-].C[N+]1=CC=C(C=C1)C=O